N-methyl-N-((S)-2,2,2-trifluoro-1-(4-((S)-2-fluoro-8,8-dimethyl-7,8-dihydro-6H-cyclopenta[e]pyrazolo[1,5-a]pyrimidin-6-yl)phenyl)ethyl)cyclopropanecarboxamide CN(C(=O)C1CC1)[C@H](C(F)(F)F)C1=CC=C(C=C1)[C@@H]1CC(C2=C1C=NC=1N2N=C(C1)F)(C)C